ammonium hexadecyltrimethyl-p-toluenesulfonate C(CCCCCCCCCCCCCCC)C1=C(C(C)(C)C)C=CC(=C1)S(=O)(=O)[O-].[NH4+]